CC=1C(=NC=CC1)OC[C@@H]1N(CCC1)C(=O)OC(C)(C)C tert-butyl (2R)-2-[[(3-methylpyridin-2-yl)oxy]methyl]pyrrolidine-1-carboxylate